N-(3,3-difluorocyclobutyl)-5-(4-((3-ethyl-9-fluoro-2-oxo-2,3-dihydro-1H-pyrimido[4,5,6-de]quinazolin-8-yl)methyl)piperazin-1-yl)-6-methylpicolinamide FC1(CC(C1)NC(C1=NC(=C(C=C1)N1CCN(CC1)CC1=CC=2C3=C(N(C(NC3=C1F)=O)CC)N=CN2)C)=O)F